C(CCCCCCCCCCCCCCCCC)C(CCCCCCCCCCCCCCCCC)O stearyl-(1-octadecanol)